N-(3-(cyclopentylsulfonyl)phenyl)-6-(((1-hydroxycyclobutyl)methyl)amino)-2-(6-azaspiro[2.5]octan-6-yl)nicotinamide C1(CCCC1)S(=O)(=O)C=1C=C(C=CC1)NC(C1=C(N=C(C=C1)NCC1(CCC1)O)N1CCC2(CC2)CC1)=O